2,2,4,4-tetraamino-6,6-dichlorocyclotriphosphazene NP1(=NP(=NP(=N1)(N)N)(Cl)Cl)N